1-(2-(3-fluoro-5-(trifluoromethyl)benzyl)pyridin-4-yl)-1,5,6,7-tetrahydro-4H-pyrazolo[4,3-c]pyridin FC=1C=C(CC2=NC=CC(=C2)N2N=CC=3CNCCC32)C=C(C1)C(F)(F)F